3-(4-bromo-2-fluorobenzylidene)-1-(3-fluoropropyl)pyrrolidine BrC1=CC(=C(C=C2CN(CC2)CCCF)C=C1)F